C(#N)C1(CC(C1)(CC1=NN=C(N1C)S)C=1C=C(C=CC1)NC(OC(C)(C)C)=O)C tert-butyl (3-((1r,3r)-3-cyano-1-((5-mercapto-4-methyl-4H-1,2,4-triazol-3-yl)methyl)-3-methylcyclobutyl)phenyl)carbamate